6-Cyclopropanamido-4-[(3-methoxy-4-{5-[(propan-2-yloxy)methyl]-1,2,4-oxadiazol-3-yl}pyridin-2-yl)amino]-N-(2H3)methylpyridin-3-carboxamid C1(CC1)C(=O)NC1=CC(=C(C=N1)C(=O)NC([2H])([2H])[2H])NC1=NC=CC(=C1OC)C1=NOC(=N1)COC(C)C